FC=1C(=NC(=NC1)NC1CCN(CC1)S(=O)(=O)C)C1=C(N=C(S1)C1CN(C1)C)C(F)(F)F 5-fluoro-4-(2-(1-methylazetidin-3-yl)-4-(trifluoromethyl)thiazol-5-yl)-N-(1-(methylsulfonyl)piperidin-4-yl)pyrimidin-2-amine